4-amino-2'-bromo-4'-chloro-5'-fluorospiro[cyclohexane-1,1'-indene]-4-carboxylic acid NC1(CCC2(C(=CC3=C(C(=CC=C23)F)Cl)Br)CC1)C(=O)O